propylene glycol monoPropyl-propionate C(CC)C(C(=O)O)C.C(C(C)O)O